FC(C(=NO)C1=CC=C(C=C1)CC1=CC=CC=C1)(F)F 2,2,2-trifluoro-1-[4-benzylphenyl]-ethanone oxime